[Si](C1=CC=CC=C1)(C1=CC=CC=C1)(C(C)(C)C)OC[C@@H]1CO[C@@H](CN1C(=O)OC(C)(C)C)C(NC(C)(C)C1=NN(C2=C(C=CC=C12)F)C)=O tert-butyl (2S,5S)-5-(((tert-butyldiphenylsilyl)oxy)methyl)-2-((2-(7-fluoro-1-methyl-1H-indazol-3-yl)propan-2-yl)carbamoyl)morpholine-4-carboxylate